2-methoxy-8,8,11,11-tetramethyl-8,9,10,11-tetrahydrotetraphene COC1=CC2=C3C=C4C(CCC(C4=CC3=CC=C2C=C1)(C)C)(C)C